BrC=1C=NC(=NC1)NC(=O)[C@H](C(C1CC1)C1CC1)NC(OC(C)(C)C)=O tert-butyl N-[(1S)-1-[(5-bromopyrimidin-2-yl)carbamoyl]-2,2-dicyclopropyl-ethyl]carbamate